Dideutero-ammonia [2H]N[2H]